CC1=CC=C(N=N1)NC(O[C@H](C)[C@H](C)OC1=CC2=C(N=C(S2)C2=C3N=CC(=NC3=CC(=C2)C)OC)C=C1F)=O (2R,3S)-3-((5-fluoro-2-(2-methoxy-7-methylquinoxalin-5-yl)benzo[d]thiazol-6-yl)oxy)butan-2-yl (6-methylpyridazin-3-yl)carbamate